5-methyl-N-[(4s)-6-({3-carbamoylpyrazolo[1,5-a]pyridin-2-yl}oxy)spiro[3.3]heptan-2-yl]-1-[5-(trifluoromethyl)pyridin-2-yl]-1H-pyrazole-4-carboxamide CC1=C(C=NN1C1=NC=C(C=C1)C(F)(F)F)C(=O)NC1CC2(C1)CC(C2)OC2=NN1C(C=CC=C1)=C2C(N)=O